6-(2-methyl-3-bromophenyl)-1,4-benzodioxan CC1=C(C=CC=C1Br)C1=CC2=C(OCCO2)C=C1